glyceryl trans-oleate C(CCCCCCC\C=C\CCCCCCCC)(=O)OCC(O)CO